CCN(CC)C1=CC2=C(C=C1)C=C(C(=O)O2)C3=NC4=CC=CC=C4S3 3-(2'-benzothiazolyl)-7-diethylaminocoumarin